CN1N=C(C2=CC=CC(=C12)OC[C@@H]1CNCCC1)C1C(NC(CC1)=O)=O 3-(1-methyl-7-(((S)-piperidin-3-yl)methoxy)-1H-indazol-3-yl)piperidine-2,6-dione